N-((R or S)-(3-chloro-4-fluoro-phenyl)(8,8-difluoro-bicyclo[3.2.1]octan-3-yl)methyl)-3-oxopiperazine-1-carboxamide ClC=1C=C(C=CC1F)[C@H](NC(=O)N1CC(NCC1)=O)C1CC2CCC(C1)C2(F)F |o1:8|